CS(=O)(=O)C1=CC=C(S1)C(=O)NCC=1C=NC(=CC1)C(F)(F)F 5-(methylsulfonyl)-N-((6-(trifluoromethyl)pyridin-3-yl)methyl)thiophene-2-carboxamide